[8-(1-octylnonoxy)-8-oxo-octyl](2S)-4-[3-[2-hydroxyethyl(methyl)amino]propanoyloxy]-1-(6-oxo-6-undecoxy-hexyl)pyrrolidine-2-carboxylate C(CCCCCCC)C(CCCCCCCC)OC(CCCCCCCOC(=O)[C@H]1N(CC(C1)OC(CCN(C)CCO)=O)CCCCCC(OCCCCCCCCCCC)=O)=O